4-phenyl-3,4-dihydro-2H-benzo[b][1,4]thiazin-6-amine hydrochloride Cl.C1(=CC=CC=C1)N1C2=C(SCC1)C=CC(=C2)N